[Co](Cl)Cl.COC1=CC=C(C=C1)C1=C2NC(=C1)C=C1C=CC(=N1)C=C1C=CC(N1)=CC=1C=CC(N1)=C2 (p-methoxyphenyl)porphyrin cobalt chloride